N(=O)C=1NC=CC1 nitroso-pyrrole